N-boc-glycine chloromethyl ester ClCOC(CNC(=O)OC(C)(C)C)=O